[(2,3-difluorophenyl)amino]-2-[2-methoxypyrido[3,2-d]pyrimidin-8-yl]-1H,5H,6H,7H-pyrrolo[3,2-c]pyridin-4-one FC1=C(C=CC=C1F)NN1C(=CC=2C(NCCC21)=O)C2=CC=NC1=C2N=C(N=C1)OC